(R)-1'-(5-Amino-1-(2-fluorophenyl)-1H-pyrazole-4-carbonyl)-6-chloro-5-fluorospiro[benzo[d][1,3]oxazine-4,3'-piperidin]-2(1H)-one NC1=C(C=NN1C1=C(C=CC=C1)F)C(=O)N1C[C@@]2(CCC1)C1=C(NC(O2)=O)C=CC(=C1F)Cl